1-methyl-3-butylpyrrolidinium fluoride salt [F-].C[NH+]1CC(CC1)CCCC